(R)-N-((S)-1'-(6-amino-5-((3-chloro-2-cyclopropylpyridin-4-yl)thio)-pyrazin-2-yl)-2-chloro-4,6-dihydrospiro[cyclopenta[d]thiazole-5,4'-piperidin]-6-yl)-2-methylpropane-2-sulfinamide NC1=C(N=CC(=N1)N1CCC2(CC1)[C@@H](C1=C(N=C(S1)Cl)C2)N[S@](=O)C(C)(C)C)SC2=C(C(=NC=C2)C2CC2)Cl